FC(C(=O)O)(F)F.C(C1=CC=CC=C1)OC[C@H]1O[C@H](CNC1)C(=O)N1[C@H](C2=C(C=C(C=C2CC1)C(F)(F)F)Cl)C ((2R,6S)-6-((benzyloxy)methyl)morpholin-2-yl)((S)-8-chloro-1-methyl-6-(trifluoromethyl)-3,4-dihydroisoquinolin-2(1H)-yl)methanone trifluoroacetic acid salt